C1(CCC1)OC=1C=C2C(=NNC2=CC1)C=1C=C(C(N(N1)C)=O)N1CCOCC1 6-[5-(cyclobutoxy)-1H-indazol-3-yl]-2-methyl-4-morpholino-pyridazin-3-one